S-adenosyl-methylthionine [C@@H]1([C@H](O)[C@H](O)[C@@H](CS2C(=CC=CC=CC=C2)C)O1)N1C=NC=2C(N)=NC=NC12